[4-(2-fluorophenoxy)piperidine-1-carbonyl]-6-methyl-N-(1-methylcyclopropyl)furo[2,3-d]pyrimidin-4-amine FC1=C(OC2CCN(CC2)C(=O)C=2N=C(C3=C(N2)OC(=C3)C)NC3(CC3)C)C=CC=C1